1-(6-(4-(aminomethyl)phenyl)-2-methyl-3,4-dihydroquinolin-1(2H)-yl)ethan-1-one NCC1=CC=C(C=C1)C=1C=C2CCC(N(C2=CC1)C(C)=O)C